2,2,3,3-tetrafluoro-1-trifluoromethylcyclobutane FC1(C(CC1(F)F)C(F)(F)F)F